FC1=C(C=C(C(=C1)OC)C(N[C@@H]1[C@H]2CC[C@@H]([C@@H]1C(NC1=CC(=CC=C1)S(F)(F)(F)(F)F)=O)C2)=O)C2=CC=C(C=C2)C(=O)OCC Ethyl 2'-fluoro-4'-methoxy-5'-(((1S,2R,3S,4R)-3-((3-(pentafluoro-λ6-sulfaneyl)phenyl)carbamoyl)bicyclo[2.2.1]heptan-2-yl)carbamoyl)-[1,1'-biphenyl]-4-carboxylate